tert-butyl (2-((2-chlorophenyl)amino)ethyl)carbamate ClC1=C(C=CC=C1)NCCNC(OC(C)(C)C)=O